N2-[7-(3-chloropropoxy)-2,2-difluoro-1,3-benzodioxol-5-yl]-N4,6-dimethyl-pyrimidine-2,4-diamine ClCCCOC1=CC(=CC2=C1OC(O2)(F)F)NC2=NC(=CC(=N2)NC)C